COC=1C=C(C=CC1OC)C=1NC2=CC=C(C=C2C1C(C)C)NC1CCC(CC1)N1CCN(CC1)C1=CC=NC=C1 2-(3,4-dimethoxyphenyl)-3-isopropyl-N-(4-(4-(pyridin-4-yl)piperazin-1-yl)cyclohexyl)-1H-indol-5-amine